C1(=CC=CC=C1)[O-].C1(=CC=CC=C1)[O-].[Na+].[Na+] disodium diphenolate salt